COC1=CC=C(CC=2SC3=C(N2)C(=CC=C3)NC(=O)C=3C=CC=C2C=CC(OC32)=O)C=C1 N-(2-(4-methoxybenzyl)benzothiazol-4-yl)-2-oxo-2H-chromene-8-amide